(R)-1-benzoyl-N-hydroxypyrrolidine-2-carboxamide C(C1=CC=CC=C1)(=O)N1[C@H](CCC1)C(=O)NO